di-tert-butyl N,N-bis(2-(benzyl(2-(tert-butoxy)-2-oxoethyl)amino)ethyl)-L-aspartate C(C1=CC=CC=C1)N(CCN([C@@H](CC(=O)OC(C)(C)C)C(=O)OC(C)(C)C)CCN(CC(OC(C)(C)C)=O)CC1=CC=CC=C1)CC(=O)OC(C)(C)C